CS[C@@H]1CC2=CCCN2C1 (2R,7aS)-2-(methylthio)tetrahydro-1H-pyrrolizin